4-Bromo-3-methoxy-benzene-1,2-diamine BrC=1C(=C(C(=CC1)N)N)OC